NC(/C=C/P(OCC)(OCC)=O)C1=CC=CC=C1 Diethyl (E)-(3-amino-3-phenylprop-1-en-1-yl)phosphonate